N1N=CC=C1CNC(=O)C=1C=NC2=C(C=CC=C2C1)C1=CCC(CC1)(F)F N-((1H-pyrazol-5-yl)methyl)-8-(4,4-difluorocyclohex-1-en-1-yl)quinoline-3-carboxamide